BrC=1C=C2C(=NC1)CCC2 rac-3-bromo-6,7-dihydro-5H-cyclopenta[b]pyridin